(2R,3R,4S,5R)-2,3,4,5,6-pentahydroxy-N-(3-(Undecyloxy)Propyl)Hexanamide O[C@@H](C(=O)NCCCOCCCCCCCCCCC)[C@@H]([C@H]([C@@H](CO)O)O)O